FC(OC1=CC(=NN1)NC1=NC(=CN=C1)O[C@H]1[C@](CNCC1)(C)F)F N-(5-(difluoromethoxy)-1H-pyrazol-3-yl)-6-(((3R,4R)-3-fluoro-3-methylpiperidin-4-yl)oxy)pyrazin-2-amine